Dimethyl(6-((2-((4-(4-(4-methylpiperazin-1-yl)piperidin-1-yl)-3-(trifluoromethyl)phenyl)amino)-7H-pyrrolo[2,3-d]pyrimidin-4-yl)amino)quinoxalin-5-yl)phosphine oxide CP(C1=C2N=CC=NC2=CC=C1NC=1C2=C(N=C(N1)NC1=CC(=C(C=C1)N1CCC(CC1)N1CCN(CC1)C)C(F)(F)F)NC=C2)(C)=O